COC1=CC=CC(=N1)C(=O)NCOC(=O)C1CC=NO1 (6-methoxypicolinamidomethyl)-4,5-dihydroisoxazole-5-carboxylate